diammonium ethylene-diaminetetraacetate C(CN(CC(=O)[O-])CC(=O)[O-])N(CC(=O)O)CC(=O)O.[NH4+].[NH4+]